CC=1C=2CCCC2N=C2CN(CC12)C(=O)[C@H]1CN(CC1)C=1C=NC(=CC1)C(F)(F)F (8-Methyl-3,5,6,7-tetrahydro-1H-2,4-diaza-s-indacen-2-yl)-[1-(6-trifluoromethyl-pyridin-3-yl)-pyrrolidin-3(R)-yl]-methanone